FC(C=1C=C2C=CC(=NC2=CC1)C(=O)O)(F)F 6-(trifluoromethyl)quinoline-2-carboxylic acid